C(C)N1N=NC=C1[N+](=O)[O-] 1-ethyl-5-nitro-1,2,3-triazole